tert-butyl 5-{[2-(difluoromethoxy)-3-fluorophenyl]carbamothioyl}-4-hydroxy-6-oxo-3,6-dihydropyridine-1(2H)-carboxylate FC(OC1=C(C=CC=C1F)NC(=S)C1=C(CCN(C1=O)C(=O)OC(C)(C)C)O)F